C(C=CC=C\C=C/C=CCCCCCCCCCCCCC)(=O)OCC(OC(C=CCCCCCCCCCCCCCCCC)=O)COP(=O)([O-])OCC[N+](C)(C)C 1-(7Z,10Z,13Z,16Z-docosatetraenoyl)-2-(9Z-nonadecenoyl)-glycero-3-phosphocholine